DIBENZOPYRAN C1=CC=CC2=C1C1=C(CO2)C=CC=C1